COCCN1CCN(CC1)C=1C=CC=2N(N1)C(=CN2)C=2C=NNC2 6-(4-(2-methoxyethyl)piperazin-1-yl)-3-(1H-pyrazol-4-yl)imidazo[1,2-b]pyridazine